COC1=NC=C(C=N1)C1=CC2=C(N=C3COCC(N32)C3=CC=CC=C3)C=C1 7-(2-methoxypyrimidin-5-yl)-4-phenyl-3,4-dihydro-1H-benzo[4,5]imidazo[2,1-c][1,4]oxazine